(-)-2,3-dibenzoyl-L-tartaric acid C1=CC=C(C=C1)C(=O)O[C@H]([C@H](C(=O)O)OC(=O)C2=CC=CC=C2)C(=O)O